imidazo[1,2-a]pyrimidine-3-sulfonyl chloride N=1C=C(N2C1N=CC=C2)S(=O)(=O)Cl